N-(4-(4-amino-1-isopropyl-7-(4(S)-(oxetan-3-ylamino)cyclohex-1-en-1-yl)-1H-pyrazolo[4,3-c]pyridin-3-yl)-2,5-difluorophenyl)-2-chlorobenzenesulfonamide NC1=NC=C(C2=C1C(=NN2C(C)C)C2=CC(=C(C=C2F)NS(=O)(=O)C2=C(C=CC=C2)Cl)F)C2=CC[C@H](CC2)NC2COC2